tert-butyl (1-(5-bromopyridin-2-yl)piperidin-4-yl)(methyl)carbamate BrC=1C=CC(=NC1)N1CCC(CC1)N(C(OC(C)(C)C)=O)C